ClC1=CC=C2C=CN=C(C2=C1)OCCN1CCC(CC1)(F)F 7-Chloro-1-(2-(4,4-difluoropiperidin-1-yl)ethoxy)isoquinoline